ClC1=C(C=C(C=C1)C1=C(C(=O)N)C=CC=C1S(=O)(=O)C)C1=NC=CC=C1 (4-chloro-3-(pyridin-2-yl)phenyl)-3-(methylsulfonyl)benzamide